(S)-2-(1-Acryloylpiperidin-2-yl)-1-amino-4-(4-((4-methylpyridin-2-yl)carbamoyl)phenyl)-1H-imidazol-5-carboxamid C(C=C)(=O)N1[C@@H](CCCC1)C=1N(C(=C(N1)C1=CC=C(C=C1)C(NC1=NC=CC(=C1)C)=O)C(=O)N)N